methyl-hexyne carbonate C(O)(O)=O.CC#CCCCC